C(C(O)C1=CC=CC=C1)(=O)OCCOC methoxy-ethyl mandelate